[Br-].SCC[N+](C)(C)C (2-mercaptoethyl)-N,N,N-trimethylammonium bromide